CN(CCO[C@@H]1C(CN(CC1)C1=NC=CC(=N1)NC=1N=CC2=C(C=CC(=C2C1)C(C)C)N1[C@@H]([C@H](C1)CS(=O)(=O)C)C)(F)F)C N-{2-[(4S)-4-[2-(dimethyl-amino)ethoxy]-3,3-difluoro-piperidin-1-yl]pyrimidin-4-yl}-8-[(2R,3S)-3-(methanesulfonyl-methyl)-2-methylazetidin-1-yl]-5-(propan-2-yl)isoquinolin-3-amine